Ethyl 4-(4-(3-methylpiperidin-4-yl)phenyl)-7-(4-(trifluoromethyl)phenyl)-2-naphthoate CC1CNCCC1C1=CC=C(C=C1)C1=CC(=CC2=CC(=CC=C12)C1=CC=C(C=C1)C(F)(F)F)C(=O)OCC